NC1=NC(=CC(=N1)NCC1(CCN(CC1)C(=O)OC(C)(C)C)C1=CC=CC=C1)Cl tert-butyl 4-(((2-amino-6-chloropyrimidin-4-yl)amino)methyl)-4-phenylpiperidine-1-carboxylate